C(#N)C1=CC=C(C=C1)C=1C=C2C(=NC1C1=CC=C(C=C1)C)C=NN2CC2[C@@H]1CN(C[C@H]21)C(=O)OC(C)(C)C tert-butyl (1S,5R)-6-[[6-(4-cyanophenyl)-5-(4-methylphenyl)pyrazolo[4,3-b]pyridin-1-yl]methyl]-3-azabicyclo[3.1.0]hexane-3-carboxylate